C1CC(CCC1CN2C(=O)C=CC2=O)C(=O)ON3C(=O)CCC3=O succinimidyl 4-(N-maleimidomethyl)cyclohexane-1-carboxylate